benzyl (7-(3-butyl-5-(diaminomethylene)-2,4,6-trioxotetrahydropyrimidin-1(2H)-yl)spiro[3.5]nonan-2-yl)(methyl)carbamate C(CCC)N1C(N(C(C(C1=O)=C(N)N)=O)C1CCC2(CC(C2)N(C(OCC2=CC=CC=C2)=O)C)CC1)=O